N1=CC=C2N1C=CC(=N2)C2=CNC=1N=C(N=CC12)N[C@@H](C(F)(F)F)C (R)-5-(Pyrazolo[1,5-a]pyrimidin-5-yl)-N-(1,1,1-trifluoropropan-2-yl)-7H-pyrrolo[2,3-d]pyrimidin-2-amine